5-(3-(2,4-dimethoxyphenoxy)-6-(trifluoromethyl)pyridazine-4-carboxamido)pyridazine 1-oxide COC1=C(OC=2N=NC(=CC2C(=O)NC=2C=CN=[N+](C2)[O-])C(F)(F)F)C=CC(=C1)OC